2-(2,6-dichloropyridin-4-yl)-3,5-difluoro-N-[(methylaminomethylsulfonyl)amino]benzamide ClC1=NC(=CC(=C1)C1=C(C(=O)NNS(=O)(=O)CNC)C=C(C=C1F)F)Cl